((4-(benzyloxy)-2-bromobenzyl)oxy)(tert-butyl)dimethylsilane C(C1=CC=CC=C1)OC1=CC(=C(CO[Si](C)(C)C(C)(C)C)C=C1)Br